(E)-3-cephem-4-carboxylic acid S1CC=C(N2[C@H]1CC2=O)C(=O)O